C(C#C)NCCCC(=O)O 4-(PROP-2-YN-1-YLAMINO)BUTANOIC ACID